2-(2-methylhydrazino)-2-oxo-acetic acid methyl ester COC(C(=O)NNC)=O